(S)-3-methyl-4-(isobutyryl)piperazine-1-carboxylic acid tert-butyl ester C(C)(C)(C)OC(=O)N1C[C@@H](N(CC1)C(C(C)C)=O)C